NC1=CC(=NC=C1)N(C(C)=O)C1=C(C=CC=C1)F N-(4-aminopyridin-2-yl)-N-(2-fluorophenyl)acetamide